FC1=CC(=C(C=2C3=C(C4(NC12)CCC4)C=NN3C)C)C3=C4C=CN(C4=CC(=C3)F)S(=O)(=O)C 6'-fluoro-8'-(6-fluoro-1-(methylsulfonyl)-1H-indol-4-yl)-1',9'-dimethyl-1',5'-dihydrospiro[cyclobutane-1,4'-pyrazolo[4,3-c]quinoline]